(2,2'-Dichloro-3'-(3-formyl-4-oxo-4H-pyrido[1,2-a]pyrimidin-8-yl)-[1,1'-biphenyl]-3-yl)thiazole-2-carbaldehyde ClC1=C(C=CC=C1C=1N=C(SC1)C=O)C1=C(C(=CC=C1)C1=CC=2N(C(C(=CN2)C=O)=O)C=C1)Cl